O.O.N1[C@@H](CCC1)C(=O)O L-proline dihydrate